1-(tert-butyl) 2-methyl (2S,4R)-4-(pyrimidin-5-ylmethyl)pyrrolidine-1,2-dicarboxylate N1=CN=CC(=C1)C[C@@H]1C[C@H](N(C1)C(=O)OC(C)(C)C)C(=O)OC